COC(C1=C(C(=C(C=C1)F)CBr)F)=O 3-(bromomethyl)-2,4-difluorobenzoic acid methyl ester